(4S,6aS,14aS)-6-Cyclopropyl-N-[(2,4-difluorophenyl)methyl]-12-hydroxy-11,13-dioxo-1,2,3,4,4a,5,6,6a,7,11,13,14a-dodecahydropyrido[1',2':4,5]pyrazino[1,2-a]quinazoline-10-carboxamide C1(CC1)N1[C@H]2N([C@H]3CCCCC3C1)C(C=1N(C2)C=C(C(C1O)=O)C(=O)NCC1=C(C=C(C=C1)F)F)=O